O=C1N(CC2=CC(=CC=C12)O[C@@H]1C(CCCC1)N1CC(C1)C1=CC=NC=C1)C1C(N(C(CC1)=O)COCC[Si](C)(C)C)=O 3-(1-oxo-5-(((1S)-2-(3-(pyridin-4-yl)azetidin-1-yl)cyclohexyl)oxy)isoindolin-2-yl)-1-((2-(trimethylsilyl)ethoxy)methyl)piperidine-2,6-dione